6-chloro-N-(4-(4-(methylsulfonyl)thiophen-2-yl)-5-(trifluoromethyl)pyrimidin-2-yl)isoindolin-5-amine ClC1=C(C=C2CNCC2=C1)NC1=NC=C(C(=N1)C=1SC=C(C1)S(=O)(=O)C)C(F)(F)F